(E)-2,2'-((2-(3,7-dimethylocta-2,6-dien-1-yl)-5-pentyl-1,3-phenylene)bis(oxy))bis(ethan-1-ol) C\C(=C/CC1=C(C=C(C=C1OCCO)CCCCC)OCCO)\CCC=C(C)C